C1CCC(C1)C(=O)OC(=O)C1CCCC1 4-cyclopentanecarboxylic anhydride